ClC=1C=NC(=NC1)C1(C(C2(CN(C2)C=2N=C(C3=C(N2)CCS3=O)NC3(CCC3)CO)C1)[2H])[2H] 2-(6-(5-chloropyrimidin-2-yl)-2-azaspiro[3.3]hept-2-yl-5,6-d2)-4-((1-(hydroxymethyl)cyclobutyl)amino)-6,7-dihydrothieno[3,2-d]pyrimidine 5-oxide